4-(((3-cyano-6,7-dimethoxyquinolin-4-yl)amino)methyl)-benzenesulfonamide C(#N)C=1C=NC2=CC(=C(C=C2C1NCC1=CC=C(C=C1)S(=O)(=O)N)OC)OC